4-amino-4'-methoxy-6'-(1-oxothiazolidine-3-yl)-6-(thiazol-2-yl)-[2,2'-bipyridine]-3-Carbonitrile NC1=C(C(=NC(=C1)C=1SC=CN1)C1=NC(=CC(=C1)OC)N1CS(CC1)=O)C#N